tetrahydropyrrolo[3,4-c]pyrrol-1,3(2H)-dione C1(NC(C2C1CNC2)=O)=O